CN1C=CC=2C1=NC(=CC2C=C)C(=O)OC methyl 1-methyl-4-vinyl-1H-pyrrolo[2,3-b]pyridine-6-carboxylate